3-[(1R)-1-(4-chloro-2-methylsulfonyl-6,7-dihydropyrimido[5,4-b][1,4]oxazin-8-yl)ethyl]-N,N-bis[(4-methoxyphenyl)methyl]pyridin-2-amine ClC1=NC(=NC2=C1OCCN2[C@H](C)C=2C(=NC=CC2)N(CC2=CC=C(C=C2)OC)CC2=CC=C(C=C2)OC)S(=O)(=O)C